O=C1NC(SC1)=S 4-OXO-2-THIOXOTHIAZOLIDIN